N-((1R,2S)-2-Amino-2,3-dihydro-methyl-1H-pyrrolo[2,3-b]pyridin-4-yl)-3,4-dihydro-2H-1,4-thiazine-6-carboxamide N[C@@H]1CC=2C(=NC=CC2NC(=O)C2=CNCCS2)N1C